3-(5-chloro-1H-indol-3-yl)-2,3-dihydro-1H-inden-1-one ClC=1C=C2C(=CNC2=CC1)C1CC(C2=CC=CC=C12)=O